[4-[4-[(2,6-dioxo-3-piperidyl)amino]-3-fluoro-phenyl]-1-piperidyl]acetic acid O=C1NC(CCC1NC1=C(C=C(C=C1)C1CCN(CC1)CC(=O)O)F)=O